BrC=1C(=NC=C(C1)OC(F)F)OC1=C(C=C(C=C1)F)OC 3-bromo-5-(difluoromethoxy)-2-(4-fluoro-2-methoxy-phenoxy)pyridine